COC1=C(C=C(C=C1)C1(CCOCC1)C)S(=O)(=O)N 2-methoxy-5-(4-methyltetrahydro-2H-pyran-4-yl)benzenesulfonamide